3-(3-bromo-4-hydroxyphenyl)-2-hydroxyiminopropylaminooctanamide BrC=1C=C(C=CC1O)CC(CNC(C(=O)N)CCCCCC)=NO